2-(3-cyano-5-(4-((4-((5-(trifluoromethyl)pyridin-2-yl)amino)piperidin-1-yl)sulfonyl)phenyl)-1H-pyrrolo[2,3-b]pyridin-1-yl)acetamide C(#N)C1=CN(C2=NC=C(C=C21)C2=CC=C(C=C2)S(=O)(=O)N2CCC(CC2)NC2=NC=C(C=C2)C(F)(F)F)CC(=O)N